C(C)(C)(C)C1=CC=C(C=C1)C1(CC2C(CN(C2)C2=NC(=CC=C2)C)C1)O 5-(4-tert-butylphenyl)-2-(6-methylpyridin-2-yl)-octahydrocyclopenta[c]pyrrol-5-ol